C(CCCCCCC)(=O)[Na].[Na] sodium caprylyl-sodium salt